C(=O)(O)CN1CCN2CCN(CCN(CC1)CC2)CC(=O)O 4,10-bis(carboxymethyl)-1,4,7,10-tetraazabicyclo[5.5.2]tetradecan